CC(CCCO)O 1-methylbutyleneglycol